3-((3-(3-((difluoromethyl)thio)-8-(((3S,4R)-3-fluoro-1-methylpiperidin-4-yl)amino)imidazo[1,2-a]pyridin-2-yl)prop-2-yn-1-yl)amino)-4-methoxy-N-methylbenzamide FC(SC1=C(N=C2N1C=CC=C2N[C@H]2[C@H](CN(CC2)C)F)C#CCNC=2C=C(C(=O)NC)C=CC2OC)F